CC(CCCNC(OC(C)(C)C)=O)C(C1=CC=CC=C1)=O tert-butyl N-(4-methyl-5-oxo-5-phenyl-pentyl)carbamate